(3R)-4-(1-(1H-pyrazol-3-yl)-4-(tetrahydro-2H-pyran-3-yl)-1H-pyrazolo[3,4-b]pyridin-6-yl)-3-methylmorpholine N1N=C(C=C1)N1N=CC=2C1=NC(=CC2C2COCCC2)N2[C@@H](COCC2)C